ClC=1C=CC(=NC1)OC1=CC=C(C(=N)NO)C=C1 4-((5-chloropyridin-2-yl)oxy)-N-hydroxybenzoamidine